2-(piperidin-4-ylmethyl)-1,2-thiazinan 1,1-dioxide N1CCC(CC1)CN1S(CCCC1)(=O)=O